2,6-difluoro-4-((3-fluoropyridin-2-yl)oxy)benzonitrile FC1=C(C#N)C(=CC(=C1)OC1=NC=CC=C1F)F